COC1=CC=C(C=C1)S(=O)(=O)OCC[N-]S(=O)(=O)C(F)(F)F (2-(4-methoxyphenylsulfonyloxy)ethyl)(trifluoromethanesulfonyl)amide